1,1,3,3-tetra(mercaptomethylthio)propane methyl-(6-(1-(2,2-difluoroethyl)-4-(4-fluorophenyl)-1H-imidazol-5-yl)imidazo[1,2-a]pyridin-3-yl)carbamate CN(C(O)=O)C1=CN=C2N1C=C(C=C2)C2=C(N=CN2CC(F)F)C2=CC=C(C=C2)F.SCSC(CC(SCS)SCS)SCS